Cl.FC(C1=NC=C(C=N1)[C@@H](CC)N)(F)F (1R)-1-[2-(trifluoromethyl)pyrimidin-5-yl]propan-1-amine hydrochloride